N-Ethyl-5-fluoro-N-isopropyl-2-(2-methyl-3-((2R*,4S*)-2-methyl-1-((S)-4-azaspiro[2.4]heptane-5-carbonyl)piperidine-4-carbonyl)-1H-pyrrolo[2,3-c]pyridin-1-yl)-benzamide C(C)N(C(C1=C(C=CC(=C1)F)N1C(=C(C=2C1=CN=CC2)C(=O)[C@@H]2C[C@H](N(CC2)C(=O)[C@H]2NC1(CC1)CC2)C)C)=O)C(C)C |o1:22,24|